ethyl (2s)-2-(4-hydroxy-3-methylbutanamido)-4-phenylbutanoate OCC(CC(=O)N[C@H](C(=O)OCC)CCC1=CC=CC=C1)C